Cl.ClC1=CC=C(C=C1)NC1N(C(=NC(=N1)N)N1CCOCC1)C1=C(C=CC=C1)F N-(4-Chlorophenyl)-N1-(2-fluorophenyl)-6-morpholin-4-yl-[1,3,5]triazine-2,4-diamine hydrochloride